1-(4-(2-(5-(8-methyl-[1,2,4]triazolo[1,5-a]pyridin-6-yl)-4-(2,2,2-trifluoroethyl)-1H-pyrazol-3-yl)thiazol-5-yl)piperidin-1-yl)-2-morpholinoethan-1-one CC=1C=2N(C=C(C1)C1=C(C(=NN1)C=1SC(=CN1)C1CCN(CC1)C(CN1CCOCC1)=O)CC(F)(F)F)N=CN2